6-(3-amino-6-(2,5-dimethyl-1,2,3,4-tetrahydroisoquinolin-7-yl)-5-fluoropyrazin-2-yl)-4-fluoroisoquinolin-1(2H)-one NC=1C(=NC(=C(N1)F)C1=CC(=C2CCN(CC2=C1)C)C)C=1C=C2C(=CNC(C2=CC1)=O)F